pentaerythritol tetrakis(4-sulfanylcyclohexanecarboxylate) SC1CCC(CC1)C(=O)OCC(COC(=O)C1CCC(CC1)S)(COC(=O)C1CCC(CC1)S)COC(=O)C1CCC(CC1)S